1-(3-chloro-2-fluorobenzyl)-2-ethyl-4-((3-fluoro-6-((5-methylthiazol-2-yl)amino)pyridin-2-yl)methyl)piperidine-4-carboxylic acid ClC=1C(=C(CN2C(CC(CC2)(C(=O)O)CC2=NC(=CC=C2F)NC=2SC(=CN2)C)CC)C=CC1)F